mono(2-octyl-1-dodecyl) phosphate P(=O)(OCC(CCCCCCCCCC)CCCCCCCC)([O-])[O-]